BrC=1C=NN(C1)CC1CC1 4-bromo-1-(cyclopropylmethyl)-1H-pyrazole